1-(4-bromobutyl)pyrazole BrCCCCN1N=CC=C1